Cytidindiphosphat C([C@@H]1[C@H]2[C@@]3(C(O1)N4C5=C(C(=NC4=O)N6OP(=O)(O3)O6)OP(=O)(O5)OO2)O)O